(3-(hexadecyloxy) propyl) phosphate P(=O)(OCCCOCCCCCCCCCCCCCCCC)([O-])[O-]